7-[(3S,4R)-4-[2-methoxy-4-(trifluoromethoxy)anilino]-3-methyl-1-piperidyl]-2,4-dimethyl-5-oxo-thiazolo[5,4-b]pyridine-6-carbonitrile COC1=C(N[C@H]2[C@H](CN(CC2)C=2C3=C(N(C(C2C#N)=O)C)SC(=N3)C)C)C=CC(=C1)OC(F)(F)F